hexadecyl-N,N,N-trimethylammonium bromide [Br-].C(CCCCCCCCCCCCCCC)[N+](C)(C)C